4,5-diphenylthio-1,2-dihydropyridazine-3,6-dione C1(=CC=CC=C1)SC=1C(NNC(C1SC1=CC=CC=C1)=O)=O